N-(4-(6-isopropyl-5-(8-methoxy-[1,2,4]triazolo[1,5-a]pyridin-6-yl)-4H-pyrrolo[3,2-d]thiazol-2-yl)cyclohexyl)-3-methyloxetan-3-amine C(C)(C)C1=C(NC2=C1N=C(S2)C2CCC(CC2)NC2(COC2)C)C=2C=C(C=1N(C2)N=CN1)OC